ClC=1C=C2C=C(NC2=CC1OCC=1N=CSC1)CN (5-chloro-6-(thiazol-4-ylmethoxy)-1H-indol-2-yl)methanamine